2-benzyl-7-(6-chloropyridazin-3-yl)-5,6-dihydropyrazolo[4,3-b][1,4]oxazine C(C1=CC=CC=C1)N1N=C2C(OCCN2C=2N=NC(=CC2)Cl)=C1